(2R,4S)-1-(tert-butoxycarbonyl)-4-Hydroxypyrrolidine-2-carboxylic acid C(C)(C)(C)OC(=O)N1[C@H](C[C@@H](C1)O)C(=O)O